5-amino-3,3-dimethylisoindolin-1-one hydrochloride Cl.NC=1C=C2C(NC(C2=CC1)=O)(C)C